2-benzyl-N-(8-fluoro-3-quinolyl)-2-methyl-4-(trifluoromethyl)-pent-4-enamide C(C1=CC=CC=C1)C(C(=O)NC=1C=NC2=C(C=CC=C2C1)F)(CC(=C)C(F)(F)F)C